OCC=1C=C(C2=C(N=C(O2)C2=C(C(=CC=C2)B2OC(C(O2)(C)C)(C)C)C)C1)C#N 5-(Hydroxymethyl)-2-(2-methyl-3-(4,4,5,5-tetramethyl-1,3,2-dioxaborolan-2-yl)phenyl)benzo[d]oxazole-7-carbonitrile